1,2-dimethoxy-4-[(E)-2-nitroethenyl]benzene COC1=C(C=C(C=C1)\C=C\[N+](=O)[O-])OC